(9H-fluorene-9-ylidenedi-4,1-phenylene)bis[1,3-dihydro-1,3-dioxo-5-isobenzofurancarboxamide] C1=CC=CC=2C3=CC=CC=C3C(C12)(C1=CC=C(C=C1)C1=C2C(OC(C2=CC=C1C(=O)N)=O)=O)C1=CC=C(C=C1)C1=C2C(OC(C2=CC=C1C(=O)N)=O)=O